OCCCCNC1=NC(=NC=C1C(=O)N)NC1=CC2=C(OC[C@H](CN2)O)C=C1 4-((4-hydroxybutyl)amino)-2-(((S)-2,3,4,5-tetrahydro-3-hydroxybenzo[b][1,4]oxazepin-7-yl)amino)pyrimidine-5-carboxamide